CC1=C(C(=NC(=C1N)OCC(F)(F)F)N)N (E)-methyl-6-(2,2,2-trifluoroethoxy)pyridine-2,3,5-triamine